S(=O)(=O)([O-])[O-].OCC[NH+](CCO)CCO.OCC[NH+](CCO)CCO bis(tris-(2-hydroxyethyl)ammonium) sulfate